FC1=C(N)C=CC(=C1)C1=NN(C=C1)COCC[Si](C)(C)C 2-fluoro-4-(1-((2-(trimethylsilyl)ethoxy)methyl)-1H-pyrazol-3-yl)aniline